FC1(C(CNCC1)C=1C=CC(NC1)=O)F 5-(4,4-Difluoropiperidin-3-yl)pyridin-2(1H)-one